5-{4-[4-(5-cyclopropyl-3-methylpyridin-2-yl)piperazine-1-carbonyl]-2-fluorophenyl}-5-propylimidazolidine-2,4-dione C1(CC1)C=1C=C(C(=NC1)N1CCN(CC1)C(=O)C1=CC(=C(C=C1)C1(C(NC(N1)=O)=O)CCC)F)C